2-Aminopentanethioic S-acid NC(C(S)=O)CCC